[N+](=O)([O-])C1=CC=C(CN2C(NC(C=C2)=O)=O)C=C1 1-(4-nitrobenzyl)pyrimidine-2,4(1H,3H)-dione